1-((tetrahydro-2H-pyran-4-yl)methyl)-1H-indazole-3,6-diamine O1CCC(CC1)CN1N=C(C2=CC=C(C=C12)N)N